BrC=1C=C(C2=C(N(C(N2C)=O)C)C1)Cl 6-bromo-4-chloro-1,3-dimethyl-1H-benzo[d]imidazol-2(3H)-one